BrC1=CC(=CC(=N1)N1C[C@@H](N([C@@H](C1)C)C(=O)OC(C)(C)C)C)Cl tert-butyl (2S,6R)-4-(6-bromo-4-chloropyridin-2-yl)-2,6-dimethylpiperazine-1-carboxylate